(S)-2-(3-((1-acryloylpyrrolidin-2-yl)ethynyl)pyridin-4-yl)-3-((3-fluoro-2-methoxyphenyl)amino)-1,5,6,7-tetrahydro-4H-pyrrolo[3,2-c]pyridin-4-one C(C=C)(=O)N1[C@@H](CCC1)C#CC=1C=NC=CC1C1=C(C=2C(NCCC2N1)=O)NC1=C(C(=CC=C1)F)OC